1-(6-phenyl-5,6,7,8-tetrahydro-2,6-naphthyridin-3-yl)methylamine C1(=CC=CC=C1)N1CC=2C=C(N=CC2CC1)CN